ethyl (2Z)-2-[(2,6-dichloro-5-fluoropyridin-3-yl)carbonyl]-3-ethoxyacrylate ClC1=NC(=C(C=C1C(=O)/C(/C(=O)OCC)=C/OCC)F)Cl